(3S,4R)-4-((7-(2,6-dimethylphenyl)-5-fluoropyrrolo[2,1-f][1,2,4]triazin-2-yl)amino)tetrahydro-2H-pyran-3-ol CC1=C(C(=CC=C1)C)C1=CC(=C2C=NC(=NN21)N[C@H]2[C@@H](COCC2)O)F